CO[C@@]1(C=2C3=C(C(NC2CCC1)=O)SC(=C3)C=3C=NNC3)C (9S)-9-methoxy-9-methyl-2-(1H-pyrazol-4-yl)-5,6,7,8-tetrahydrothieno[2,3-c]Quinolin-4-one